[Cl-].C(C)C1=C(C(=CC=C1)CC)N1CN(C=C1)C1=C(C=CC=C1CC)CC 1,3-bis(2,6-diethylphenyl)imidazole chloride